2-(pyridin-2-yldisulfaneyl)ethyl methacrylate C(C(=C)C)(=O)OCCSSC1=NC=CC=C1